ethyl 7-chloro-1H-pyrrolo[3,2-b]pyridine-2-carboxylate ClC1=C2C(=NC=C1)C=C(N2)C(=O)OCC